ClC1=C(C(=O)N(CC)CC)C=CC(=C1)C1=CC(=C2C(=N1)C=CS2)NCCCN2CCC(CC2)N2CCCC2 2-chloro-N,N-diethyl-4-(7-((3-(4-(pyrrolidin-1-yl)piperidin-1-yl)propyl)amino)thieno[3,2-b]pyridin-5-yl)benzamide